O=C1NC(CCC1N1C(C2=C3C(C=CC=C13)=C(C=C2)C=2CCN(CC2)C(=O)OC(C)(C)C)=O)=O tert-Butyl 4-(1-(2,6-dioxopiperidin-3-yl)-2-oxo-1,2-dihydrobenzo[cd]indol-5-yl)-3,6-dihydropyridine-1(2H)-carboxylate